C(C)ONC(=O)C=1N=NC=CC1NC1=C(C(=CC=C1)C1=NC=CC=N1)OC N-ethoxy-4-((2-methoxy-3-(pyrimidin-2-yl)phenyl)amino)pyridazine-3-carboxamide